magnesium pentanesulfonate C(CCCC)S(=O)(=O)[O-].[Mg+2].C(CCCC)S(=O)(=O)[O-]